3-[2-hydroxyphenyl]propanoate OC1=C(C=CC=C1)CCC(=O)[O-]